tert-Butyl (R)-4-(((benzyloxy)carbonyl)amino)-5-((3-methoxyphenyl)amino)-5-oxopentanoate C(C1=CC=CC=C1)OC(=O)N[C@H](CCC(=O)OC(C)(C)C)C(=O)NC1=CC(=CC=C1)OC